N(=[N+]=[N-])[C@@H]1C[C@@H](C[C@@H](C1)NC(=O)OCC1=CC=CC=C1)C(=O)OC methyl (1R,3R,5S)-3-azido-5-{[(benzyloxy)carbonyl]amino}cyclohexane-1-carboxylate